1-t-butoxycarbonyl-1,12-diaminododecane C(C)(C)(C)OC(=O)C(CCCCCCCCCCCN)N